{(S)-14-[(E)-3-(5-Chloro-2-tetrazol-1-yl-phenyl)-acryloylamino]-9-oxo-8,16-diaza-tricyclo[13.3.1.02,7]nonadeca-1(19),2(7),3,5,15,17-hexaen-5-yl}-carbamic Acid methyl ester COC(NC=1C=CC=2C=3C=CN=C([C@H](CCCCC(NC2C1)=O)NC(\C=C\C1=C(C=CC(=C1)Cl)N1N=NN=C1)=O)C3)=O